C(C)(C)C1C=2C3=C(N(N=C3CCN1C1COC1)C1=NNC=C1)N=C(C2)N2[C@@H](COCC2)C (3R)-4-(6-isopropyl-7-(oxetane-3-yl)-2-(1H-pyrazol-3-yl)-6,7,8,9-tetrahydro-2H-1,2,3,7-tetraazabenzo[cd]azulene-4-yl)-3-methylmorpholine